BrC1=CN(C(C=2CCN(CC12)C(=O)OC(C)(C)C)=O)C tert-butyl 8-bromo-6-methyl-5-oxo-3,4,5,6-tetrahydro-2,6-naphthyridine-2(1H)-carboxylate